(Z)-2-cyano-3-(9-ethyl-9H-carbazol-3-yl)acrylic acid ethyl ester C(C)OC(\C(=C/C=1C=CC=2N(C3=CC=CC=C3C2C1)CC)\C#N)=O